C(CCCCCCCC=CCC=CCC=CCC)=O 9,12,15-octadecatrienal